(2RS)-1-{3-[(1R)-1-{[6-(dimethylphosphoryl)-8-ethyl-2-methylpyrido[3,4-d]pyrimidin-4-yl]amino}ethyl]-2-fluorophenyl}-1,1-difluorobutan-2-ol CP(=O)(C)C1=CC2=C(N=C(N=C2N[C@H](C)C=2C(=C(C=CC2)C([C@@H](CC)O)(F)F)F)C)C(=N1)CC |&1:22|